C(C)(=O)N(C1=CC(=CC(=C1)F)F)C=1SC(=C(N1)C(=O)N[C@@H]1CCC12CCCC2)C 2-(N-acetyl-3,5-difluoro-anilino)-5-methyl-N-[(3R)-spiro[3.4]octan-3-yl]thiazole-4-carboxamide